C12(CC3CC(CC(C1)C3)C2)NCC2=CC=C(CCSC3=C1C(N(C(C1=CC=C3)=O)C3C(NC(CC3)=O)=O)=O)C=C2 4-((4-(((adamantan-1-yl)amino)methyl)phenethyl)thio)-2-(2,6-dioxopiperidin-3-yl)isoindoline-1,3-dione